Cl.N1C[C@@H](CC1)OC(CC)=O ((R)-pyrrolidin-3-yl)propanoate hydrochloride